8-(2-{[tert-butyl(dimethyl)silyl]oxy}ethyl)-2-chloro-8-ethyl-6H-spiro[1,6-naphthyridine-5,3'-oxetan]-7(8H)-one [Si](C)(C)(C(C)(C)C)OCCC1(C(NC2(COC2)C=2C=CC(=NC12)Cl)=O)CC